[C@H]12C(NC[C@@H]2C1)C(=O)O |r| racemic-(1S,5R)-3-azabicyclo[3.1.0]hexane-2-carboxylic acid